COC=1C(C(N=C(C1)C)=O)CNC(=O)C1=NC=2N(C=C1C)N=CC2 N-((4-methoxy-6-methyl-2-oxo-2,3-dihydropyridin-3-yl)methyl)-6-methylpyrazolo[1,5-a]pyrimidine-5-carboxamide